(3R,7as)-3-(hydroxymethyl)tetrahydro-1H-pyrrolizine OC[C@H]1CCC2=CCCN12